C1(=CCCCC1)C=1C(=NN2C1N=C(C(=C2OC)C=2C=C1C=CC=NC1=CC2)NC2=NOC=C2)C2=CC=CC=C2 N-(3-cyclohexenyl-7-methoxy-2-phenyl-6-(quinolin-6-yl)pyrazolo[1,5-a]pyrimidin-5-yl)isoxazol-3-amine